2-amino-N-(4-(2-(3,4-dihydro-2,7-naphthyridin-2(1H)-yl)ethyl)phenyl)-4,5-dimethoxybenzamide NC1=C(C(=O)NC2=CC=C(C=C2)CCN2CC3=CN=CC=C3CC2)C=C(C(=C1)OC)OC